(S)-3-(3-(3-((5-(1H-pyrazol-5-yl)pyridin-2-yl)oxy)phenyl)-1,2,4-oxadiazol-5-yl)-2-aminopropan-1-ol N1N=CC=C1C=1C=CC(=NC1)OC=1C=C(C=CC1)C1=NOC(=N1)C[C@@H](CO)N